4-(1-naphthyloxyphenoxy)aniline C1(=CC=CC2=CC=CC=C12)OC1=C(OC2=CC=C(N)C=C2)C=CC=C1